CC1=C(C(=CC=C1)C)C1=NC(=NC(=C1)OC1=C(C=C(C=C1)N1CCN(CC1)C)OC(F)(F)F)NS(=O)(=O)C=1C=NN(C1)C N-[4-(2,6-Dimethylphenyl)-6-[4-(4-methylpiperazin-1-yl)-2-(trifluoromethoxy)phenoxy]pyrimidin-2-yl]-1-methyl-pyrazole-4-sulfonamide